2-(1-methyl-2-oxabicyclo[3.1.1]heptan-5-yl)pyrazolo[3,4-b]pyridin CC12OCCC(C1)(C2)N2N=C1N=CC=CC1=C2